N,N-dimethylformamide-di-tert-butyl acetal C(C)(C)(C)OC(N(C)C)OC(C)(C)C